(S)-3-(4-((1r,4S)-4-(4-(4-(3-amino-6-(2-hydroxyphenyl)pyridazin-4-yl)-3-methyl-1H-pyrazol-1-yl)piperidin-1-yl)cyclohexyl)indolin-1-yl)piperidine-2,6-dione NC=1N=NC(=CC1C=1C(=NN(C1)C1CCN(CC1)C1CCC(CC1)C1=C2CCN(C2=CC=C1)[C@@H]1C(NC(CC1)=O)=O)C)C1=C(C=CC=C1)O